4-(5-(quinazolin-4-yloxy)pentyl)morpholine N1=CN=C(C2=CC=CC=C12)OCCCCCN1CCOCC1